methyl (2S)-2-amino-3-methyl-butanoate hydrochloride Cl.N[C@H](C(=O)OC)C(C)C